BrC=1C=2C(=CN(C1)CC(C)C)N(N(C2)C(=O)N)C 4-bromo-6-isobutyl-1-methyl-pyrazolo[3,4-c]pyridine-2-carboxamide